N,N-dimethyl-4-((4-(5-(7-(1-methyl-1H-pyrazol-4-yl)quinolin-5-yl)pyridin-2-yl)piperazin-1-yl)methyl)aniline CN(C1=CC=C(C=C1)CN1CCN(CC1)C1=NC=C(C=C1)C1=C2C=CC=NC2=CC(=C1)C=1C=NN(C1)C)C